N-{2-[2-(4-chlorobutoxy)benzyloxy]phenyl}isonicotinic acid ClCCCCOC1=C(COC2=C(C=CC=C2)N2CC=C(C(=O)O)C=C2)C=CC=C1